BrC1=NC=2N(C=C1)N=C(C2)Cl 5-bromo-2-chloropyrazolo[1,5-a]pyrimidine